3-((6-fluoro-4-(methylthio)-1-tosyl-1H-indol-5-yl)oxy)benzonitrile FC1=C(C(=C2C=CN(C2=C1)S(=O)(=O)C1=CC=C(C)C=C1)SC)OC=1C=C(C#N)C=CC1